C(C)(C)(C)OC(=O)N1C(CC2(CC1)OCCC1=C2SC(=C1)CO)C 2-(hydroxymethyl)-2'-methyl-spiro[4,5-dihydrothieno[2,3-C]pyran-7,4'-piperidine]-1'-carboxylic acid tert-butyl ester